3,4-di-tert-butyldimethyl-cinnamic acid C(C)(C)(C)C=1C=C(C(=C(C(=O)O)C)C)C=CC1C(C)(C)C